ClC1=C(C=CC=C1C1=CC=C(C(=N1)OC)CNC[C@@H]1CCC(N1)=O)C1=C(C(=CC=C1)NC=1C2=C(N=C(N1)C(C)C)C=CC=N2)C (S)-5-((((6-(2-chloro-3'-((2-isopropylpyrido[3,2-d]pyrimidin-4-yl)amino)-2'-methyl-[1,1'-biphenyl]-3-yl)-2-methoxypyridin-3-yl)methyl)amino)methyl)pyrrolidin-2-one